NC1(CN(CCC1)C(=O)OCC1=CC=CC=C1)C(F)F benzyl 3-amino-3-(difluoromethyl)piperidine-1-carboxylate